COC=1C=C2C=CC=C(C2=CC1)CC(=O)O 6-Methoxynaphthaleneacetic acid